8-((1H-imidazol-2-yl)methyl)-2-ethoxy-6-(2-(2-hydroxypropan-2-yl)-1-methyl-1H-benzo[d]imidazol-6-yl)pteridin-7(8H)-one N1C(=NC=C1)CN1C(C(=NC=2C=NC(=NC12)OCC)C=1C=CC2=C(N(C(=N2)C(C)(C)O)C)C1)=O